n-docosyl p-coumarate C(\C=C\C1=CC=C(C=C1)O)(=O)OCCCCCCCCCCCCCCCCCCCCCC